[6-(3-Chloro-phenyl)-pyrimidin-4-yl]-(3,4-dihydro-2H-quinolin-1-yl)-methanone ClC=1C=C(C=CC1)C1=CC(=NC=N1)C(=O)N1CCCC2=CC=CC=C12